F[B-](F)(F)F.CC=1NC=C[N+]1CCCCCCCC methyl-3-n-octylimidazolium tetrafluoroborate